(S)-2-((4-(3-(4-Chloro-2-fluorophenyl)-2,3-dihydrobenzo[b][1,4]dioxin-5-yl)piperidin-1-yl)methyl)-4-(difluoromethoxy)-1-methyl-1H-benzo[d]imidazole-6-carboxylic acid ClC1=CC(=C(C=C1)[C@@H]1OC2=C(OC1)C=CC=C2C2CCN(CC2)CC2=NC1=C(N2C)C=C(C=C1OC(F)F)C(=O)O)F